C(C)(SCCCC1=C(C(=C(C(=C1F)F)OCC1=CC=C(C=C1)OC)F)F)=O S-[3-[2,3,5,6-tetrafluoro-4-[(4-methoxyphenyl)methoxy]phenyl]propyl] ethanethioate